ClC1=C(C#N)C=C(C=C1)N1C(N(C2(C1=O)CCN(CC2)CC2CCOCC2)CC)=O 2-chloro-5-(1-ethyl-2,4-dioxo-8-((tetrahydro-2H-pyran-4-yl)methyl)-1,3,8-triazaspiro[4.5]decan-3-yl)benzonitrile